C[SiH](C=1N=NNC1)C dimethyl-silyltriazole